C(C)(=O)OCOC(=O)C1=C(NC2=C(C=NC(=C2[C@@H]1C1=C(C=C(C=C1)C#N)OC)OCC)C)C (4S)-4-(4-cyano-2-methoxyphenyl)-5-ethoxy-2,8-dimethyl-1,4-dihydro-1,6-naphthyridine-3-carboxylic acid acetoxymethyl ester